ClCCCCOC1=CC=C2C=CC(NC2=C1)=O 7-(4-chlorobutoxy)-2(1H)-quinolinone